C(#N)CC(=O)OC methyl 2-cyanoacetate